BrC=1C=C(C(=C(C1)NC(CC)=O)C=O)F N-(5-bromo-3-fluoro-2-formylphenyl)propionamide